5-methoxy-2,3-dihydro-4H-chromen-4-one COC1=C2C(CCOC2=CC=C1)=O